OC1=CC=C(C=C1)CC(=O)OC(C)(C)C t-butyl 4-hydroxyphenylacetate